2-(4-Methoxyphenyl)-2-phenyl-ethanamine COC1=CC=C(C=C1)C(CN)C1=CC=CC=C1